ClC1=C(C=2N=C(N=C(C2C=N1)N1[C@@H]2[C@H]([C@@H]2CCCC1)Cl)OC([2H])([2H])[C@]12CCCN2C[C@@H](C1)F)C 7-Chloro-4-((1S,7R,8S)-8-chloro-2-azabicyclo[5.1.0]octan-2-yl)-2-(((2R,7aS)-2-fluorotetrahydro-1H-pyrrolizin-7a(5H)-yl)methoxy-d2)-8-methylpyrido[4,3-d]pyrimidine